FC1=CC=C(C=C1)N1N=CC2=CC(=CC=C12)N1C([C@@H]([C@H]([C@@H]1C1=CC=CC=C1)NCC1=NC=CC=N1)C)=O |r| rac-(3R,4R,5S)-1-[1-(4-fluorophenyl)indazol-5-yl]-3-methyl-5-phenyl-4-(pyrimidin-2-ylmethylamino)pyrrolidin-2-one